2-methyl-9,12-dioxa-6-aza-2-silapentadecan-15-oate C[SiH](C)CCCNCCOCCOCCC(=O)[O-]